CCCC(CCCC)OCC(=O)C1=CC=CC=C1 4-octoxyacetophenone